2-amino-1-(6-azaspiro[2.5]octan-6-yl)propan-1-one hydrochloride Cl.NC(C(=O)N1CCC2(CC2)CC1)C